NC1(CCC(CC1)OC)C(=O)N trans-1-amino-4-methoxycyclohexanecarboxamide